N-(3-(5-methyl-2,5-diazabicyclo[2.2.1]heptan-2-yl)propyl)-2-(m-tolyl)benzo[d]imidazo[2,1-b]thiazole-7-carboxamide CN1C2CN(C(C1)C2)CCCNC(=O)C2=CC1=C(N3C(S1)=NC(=C3)C=3C=C(C=CC3)C)C=C2